ClC1=CC(=NC=C1)C1=NC(=NC(=N1)C=1C=CC2=C(OC3=C2C=CC=C3)C1)C1=CC=CC=C1 2-(4-chloropyridin-2-yl)-4-(dibenzo[b,d]furan-3-yl)-6-phenyl-1,3,5-triazine